potassium aspartate salt N[C@@H](CC(=O)[O-])C(=O)[O-].[K+].[K+]